(3S,4R)-4-(2-(2-chlorophenyl)-5,7-dihydroxy-4-oxo-4H-chromen-8-yl)-1-methylpiperidin-3-yl ethylcarbamate C(C)NC(O[C@@H]1CN(CC[C@@H]1C=1C(=CC(=C2C(C=C(OC12)C1=C(C=CC=C1)Cl)=O)O)O)C)=O